4-((3-(5-(3,5-difluorophenyl)-4,5-dihydro-1H-pyrazole-1-carbonyl)bicyclo[1.1.1]pentan-1-yl)methoxy)-3-fluoro-benzonitrile FC=1C=C(C=C(C1)F)C1CC=NN1C(=O)C12CC(C1)(C2)COC2=C(C=C(C#N)C=C2)F